N-(triethoxysilylethyl)urea C(C)O[Si](OCC)(OCC)CCNC(=O)N